[2-[1-(3-tritylsulfanylpropyl)-4-piperidyl]ethyl] pentanedioate C(CCCC(=O)[O-])(=O)OCCC1CCN(CC1)CCCSC(C1=CC=CC=C1)(C1=CC=CC=C1)C1=CC=CC=C1